5-((1S,5R)-1-(5-(tetrahydro-2H-pyran-4-yl)-1,3,4-oxadiazol-2-yl)-5-(trifluoromethyl)-3-azabicyclo[3.1.0]hexane-3-yl)quinoline-8-carbonitrile O1CCC(CC1)C1=NN=C(O1)[C@@]12CN(C[C@]2(C1)C(F)(F)F)C1=C2C=CC=NC2=C(C=C1)C#N